(1r,4r)-4-((tert-butoxycarbonyl)amino)cyclohexane C(C)(C)(C)OC(=O)NC1CCCCC1